(Z)-5-(2-chloro-1-(2-methyl-2H-tetrazol-5-yl)vinyl)pyrimidine Cl\C=C(/C=1N=NN(N1)C)\C=1C=NC=NC1